2-((3r,5r,7r)-adamantan-1-yl)acetaldehyde C12(CC3CC(CC(C1)C3)C2)CC=O